2,3-dimethoxy-9-(4-methoxyphenyl)dibenzo[b,e]thiepin-11(6H)-one COC1=CC2=C(SCC3=C(C2=O)C=C(C=C3)C3=CC=C(C=C3)OC)C=C1OC